2,4,6-trimethylbenzoyl-phosphin oxid CC1=C(C(=O)[PH2]=O)C(=CC(=C1)C)C